C(C=C)C1(CCN(CC1)C(=O)OC(C)(C)C)C(=O)OC tert-butyl O4-methyl 4-allylpiperidine-1,4-dicarboxylate